S(Cl)Cl.[Er].[Li] lithium erbium thiochloride